BrC=1C=C(C=C(C1)C=NC1=C(C=C(C=C1)Cl)Cl)O 3-bromo-5-((2,4-dichlorophenylimino)-methyl)phenol